2-(2-Ethoxy-5-((4-methylpiperazin-1-yl)sulfonyl)phenyl)-5-methyl-4-oxo-7-propyl-3,4-dihydropyrrolo[2,1-f][1,2,4]triazin C(C)OC1=C(C=C(C=C1)S(=O)(=O)N1CCN(CC1)C)C1=NN2C(C(N1)=O)=C(C=C2CCC)C